C(C)N(CCC1=CNC2=CC=C(C=C12)NS(=O)(=O)\C=C\C1=CC=CC=C1)CC N-[3-(2-diethylaminoethyl)-1H-indol-5-yl]-trans-β-styrenesulfonamide